O=C1C=C2N(C=C1)NC(=C2)C2CCSCC2 5-oxo-2-(tetrahydro-2H-thiopyran-4-yl)pyrazolo[1,5-a]pyridin